1-(3-fluorophenyl)cyclohexanecarboxamide FC=1C=C(C=CC1)C1(CCCCC1)C(=O)N